(2-(((3aR,4S,6R,6aS)-2,2-dimethyl-6-(4-methyl-7H-pyrrolo[2,3-d]pyrimidin-7-yl)tetrahydro-4H-cyclopenta[d][1,3]dioxol-4-yl)oxy)-5-fluorophenyl)methylamine CC1(O[C@H]2[C@@H](O1)[C@@H](C[C@@H]2OC2=C(C=C(C=C2)F)CN)N2C=CC1=C2N=CN=C1C)C